C(C)OC(C1=CC(=CC(=C1)CC=C)CC=C)=O 3,5-diallylbenzoic Acid Ethyl Ester